2-BROMO-4,6-DIFLUORO-PHENYLISOCYANIDE BrC1=C(C(=CC(=C1)F)F)[N+]#[C-]